NC1=NC=NC(=C1C#CC1CC(C1)NC(OC(C)(C)C)=O)N tert-butyl N-[(1r,3r)-3-[2-(4,6-diaminopyrimidin-5-yl)ethynyl]cyclobutyl]carbamate